Deuteroammonium Carbamate C(N)([O-])=O.[2H][NH3+]